(3-bromopropyl)(N-methyl)amine hydrobromide Br.BrCCCNC